3-Z-[1-(3-(piperidin-1-yl-methyl)-anilino)-1-phenyl-methylene]-6-carbamoyl-2-indolinone N1(CCCCC1)CC=1C=C(N\C(\C2=CC=CC=C2)=C\2/C(NC3=CC(=CC=C23)C(N)=O)=O)C=CC1